3-benzyl-L-homoserine diethyl-ammonium salt C(C)[NH2+]CC.C(C1=CC=CC=C1)C([C@H](N)C(=O)[O-])CO